N-(2-bromo-4-hydroxyphenyl)acetamide BrC1=C(C=CC(=C1)O)NC(C)=O